(5-bromopyridin-3-yl)(methyl)carbamic acid tert-butyl ester C(C)(C)(C)OC(N(C)C=1C=NC=C(C1)Br)=O